C1(CC1)C=1C(NC(NN1)=O)=O 6-cyclopropyl-1,2,4-triazine-3,5(2H,4H)-dione